C(C=1C(C(=O)[O-])=CC=CC1)(=O)OC mono-methyl phthalate